N-[o-(p-trimethylacetoxybenzenesulfonylamino)benzoyl]glycine CC(C(=O)OC1=CC=C(C=C1)S(=O)(=O)NC1=C(C(=O)NCC(=O)O)C=CC=C1)(C)C